(S)-3-((S)-sec-butyl)-2-oxo-N-(6-oxo-1-(2,2,2-trifluoroethyl)-1,6-dihydropyridazin-3-yl)-1,2,3,5-tetrahydro-4H-benzo[e][1,4]diazepine-4-carboxamide [C@H](C)(CC)[C@@H]1N(CC2=C(NC1=O)C=CC=C2)C(=O)NC2=NN(C(C=C2)=O)CC(F)(F)F